C(C)(C)OC(=O)C=1C(=NC(=NC1)NC1=C(C=C(C(=C1)N)N(C)CCN(C)C)OC)C1=C2C=NN(C2=CC(=C1)C(N)=O)C 2-((5-amino-4-((2-(dimethylamino)ethyl)(methyl)amino)-2-methoxyphenyl)amino)-4-(6-Carbamoyl-1-methyl-1H-indazol-4-yl)pyrimidine-5-carboxylic acid isopropyl ester